magnesium biscaprolactam C1(CCCCCN1)=O.C1(CCCCCN1)=O.[Mg]